3-(1-(4-methyl-4H-1,2,4-triazol-3-ylthio)ethyl)aniline CN1C(=NN=C1)SC(C)C=1C=C(N)C=CC1